3-(2-(4-((8-imino-2-(2-isopropylphenyl)-7-methyl-7H-purin-9(8H)-yl)methyl)phenyl)-4-(trifluoromethyl)-1H-imidazol-1-yl)azetidin-1-ium 2,2,2-trifluoroacetate FC(C(=O)[O-])(F)F.N=C1N(C2=NC(=NC=C2N1C)C1=C(C=CC=C1)C(C)C)CC1=CC=C(C=C1)C=1N(C=C(N1)C(F)(F)F)C1C[NH2+]C1